(3-fluoro-5-(4-(4-fluorophenyl)-1,4-diazepan-1-yl)phenyl)methanamine trifluoroacetate FC(C(=O)O)(F)F.FC=1C=C(C=C(C1)N1CCN(CCC1)C1=CC=C(C=C1)F)CN